amino-iodine NI